BrCCCCCCCCCC1=CC=CC=2N=C(NC21)C2=NC=CC=C2 9-bromononyl-2-(2-pyridyl)benzimidazole